ClC1=C(C=C(C=C1)N1C(N(C2(C1=O)CCN(CC2)CC2CCOCC2)CC)=O)OC 3-(4-chloro-3-methoxyphenyl)-1-ethyl-8-((tetrahydro-2H-pyran-4-yl)methyl)-1,3,8-triazaspiro[4.5]decane-2,4-dione